(5-{[2-(4-Isopropylphenyl)imidazo[1,2-a]-pyrimidin-3-yl]methyl}-2,5-diazabicyclo[2.2.2]-oct-2-yl)(6-methoxy-3-methylpyridin-2-yl)-methanon C(C)(C)C1=CC=C(C=C1)C=1N=C2N(C=CC=N2)C1CN1C2CN(C(C1)CC2)C(=O)C2=NC(=CC=C2C)OC